(R)-3-(azetidin-3-yloxy)-N-(3-(dimethylamino)-1-(naphthalen-1-yl)propyl)benzamide N1CC(C1)OC=1C=C(C(=O)N[C@H](CCN(C)C)C2=CC=CC3=CC=CC=C23)C=CC1